N-(1-amino-3-((tert-butyldimethylsilyl)oxy)-2-methyl-1-oxopropan-2-yl)-6-hydroxy-2-methylindole NC(C(CO[Si](C)(C)C(C)(C)C)(C)N1C(=CC2=CC=C(C=C12)O)C)=O